ClC=1C=C(C=NC1)C1=NC(=C2N=CN(C2=N1)[C@H]1[C@@H]([C@@H]([C@H](O1)C(=O)NC([2H])([2H])[2H])O)O)NCC=1SC=CN1 (2S,3S,4R,5R)-5-(2-(5-chloropyridin-3-yl)-6-((thiazol-2-ylmethyl)amino)-9H-purin-9-yl)-3,4-dihydroxyl-N-(methyl-d3)tetrahydrofuran-2-carboxamide